C(CCCCCCC=CC=CCC)=O 8,10-tridecadienal